Tert-Butyl (S)-4-(7-(4-cyanopyridin-2-yl)-5-iodo-7H-pyrrolo[2,3-d]pyrimidin-4-yl)-3-ethylpiperazine-1-carboxylate C(#N)C1=CC(=NC=C1)N1C=C(C2=C1N=CN=C2N2[C@H](CN(CC2)C(=O)OC(C)(C)C)CC)I